O(CC)P1(=NP(=NP(=N1)(F)F)(F)F)F ethoxylpentafluorocyclotriphosphazene